1-(2-chloro-5-fluorophenyl)-N-methyl-8-nitro-3-oxo-1H,2H,3H,4H-pyrrolo[1,2-a]pyrazine-6-carboxamide ClC1=C(C=C(C=C1)F)C1C=2N(CC(N1)=O)C(=CC2[N+](=O)[O-])C(=O)NC